ClC=1C=2N(C=CN1)C(=CN2)C=2C(=NN(C2)CC(F)F)C(=O)OC methyl 4-(8-chloroimidazo[1,2-a]pyrazin-3-yl)-1-(2,2-difluoroethyl)pyrazole-3-carboxylate